C(=O)C1N(CCCC1)C(=O)OCC1=CC=CC=C1 formyl-N-CBZpiperidine